4-oxo-N-[(6-{[(2-phenylethyl)amino]methyl}imidazo[1,2-a]pyridin-2-yl)methyl]-4H-pyrido[1,2-a]pyrimidine-2-carboxamide O=C1C=C(N=C2N1C=CC=C2)C(=O)NCC=2N=C1N(C=C(C=C1)CNCCC1=CC=CC=C1)C2